2-(2-methylpropyl)-1-dodecanol CC(CC(CO)CCCCCCCCCC)C